FC(S(=O)(=O)O)(F)F.C(CCCCCCC)N1C(N(C=C1)C)C 1-octyl-2,3-dimethylimidazole trifluoromethanesulfonate